N1-(2-((tert-Butyldimethylsilyl)oxy)ethyl)-4-nitrobenzene-1,2-diamine [Si](C)(C)(C(C)(C)C)OCCNC=1C(=CC(=CC1)[N+](=O)[O-])N